NC=1N=C(C(=NC1C=1C=C2CCNC(C2=C(C1)F)=O)C1=CC=C(C=C1)N1CCN(CC1)C(=O)OC(C)(C)C)F tert-butyl 4-(4-(5-amino-3-fluoro-6-(8-fluoro-1-oxo-1,2,3,4-tetrahydroisoquinolin-6-yl)pyrazin-2-yl)phenyl)piperazine-1-carboxylate